2-((2S)-4-(7-(8-chloro-7-fluoronaphthalen-1-yl)-8-fluoro-2-((2R,7aS)-2-fluorotetrahydro-1H-pyrrolizin-7a(5H)-ylmethoxy)-6-hydroxyquinazolin-4-yl)piperazin-2-yl)acetonitrile ClC=1C(=CC=C2C=CC=C(C12)C1=C(C=C2C(=NC(=NC2=C1F)OC[C@]12CCCN2C[C@@H](C1)F)N1C[C@@H](NCC1)CC#N)O)F